[Cl-].C1(CCCCC1)P(CC[N+](C)(C)C)C1CCCCC1 2-(dicyclohexylphosphino)-N,N,N-trimethylethylammonium chloride